CN1C[C@H](CC1=O)OC(=O)N1CCN(CC1)C1=NC=2N(C=C1)N=CC2C=2C(=NC=CC2)OC [(3S)-1-methyl-5-oxo-pyrrolidin-3-yl]-4-[3-(2-methoxy-3-pyridyl)pyrazolo[1,5-a]pyrimidin-5-yl]piperazine-1-carboxylate